(R)-N-(1-(3-amino-5-trifluoromethylphenyl)ethyl)-6-bromo-2-methyl-quinazolin-4-amine NC=1C=C(C=C(C1)C(F)(F)F)[C@@H](C)NC1=NC(=NC2=CC=C(C=C12)Br)C